CC(=CC#N)CCC=C(CC)C 3,7-dimethylnonane-2,6-dienenitrile